(R)-N-(4-(chlorodifluoromethoxy)phenyl)-3-methyl-5-(1H-pyrazol-5-yl)-2,3-dihydrobenzo[4,5]benzene ClC(OC1=CC=C(C=C1)N1N=CC=C1C1=CC=CC=2C1=C[C@@H](CC2)C)(F)F